COCCOCCOCCOC1=CC=C(C[C@@H]2NCCNCCNCCNC2)C=C1 (2S)-2-(4-{2-[2-(2-methoxyethoxy)ethoxy]ethoxy}benzyl)-1,4,7,10-tetraazacyclododecane